C(C)(C)(C)OC(=O)N(CCC1=NC(=CC=C1[N+](=O)[O-])OC)CC1=C(C=CC(=C1Cl)Cl)NC1=C(C(=O)[O-])C=C(C(=C1)F)F 2-((2-(((tert-butoxycarbonyl) (2-(6-methoxy-3-nitropyridin-2-yl) ethyl) amino) methyl)-3,4-dichlorophenyl) amino)-4,5-difluoro-benzoate